FC=1C=C(C=CC1)C1=NOC(C1)(C(=O)N[C@@H]1C[C@@H](OC1)C(=O)OC(C)C)C |o1:15,17| Isopropyl rel-(2R,4R)-4-[[3-(3-fluorophenyl)-5-methyl-4H-isoxazol-5-carbonyl]amino]tetrahydrofuran-2-carboxylat